methyl 6-cyano-5-(trifluoromethyl)picolinate C(#N)C1=C(C=CC(=N1)C(=O)OC)C(F)(F)F